tert-butyl (2-amino-2-oxoethyl)(2-(piperazin-1-yl)ethyl)carbamate NC(CN(C(OC(C)(C)C)=O)CCN1CCNCC1)=O